benzyltrimethyl-ammonium C(C1=CC=CC=C1)[N+](C)(C)C